pyridoimidazolidine N1CNC2=C1C=CC=N2